BrC1=CC(=C(N1C)C(F)(F)F)CO [5-bromo-1-methyl-2-(trifluoromethyl)pyrrol-3-yl]methanol